(3-fluoro-4-methoxy-pyridin-2-yl)-methylamine dihydrochloride salt Cl.Cl.FC=1C(=NC=CC1OC)NC